(E)-3-(2-methoxypyridin-3-yl)acrylonitrile COC1=NC=CC=C1/C=C/C#N